2-(4-nitrophenyl)-6,7-dihydro-5H-cyclopenta[b]pyridine-3-carboxylic acid [N+](=O)([O-])C1=CC=C(C=C1)C1=C(C=C2C(=N1)CCC2)C(=O)O